O1CCN(CC1)C1=NC(=C2C=C(C=NC2=C1)C(=O)N)OC1CCC(CC1)NC1=NC=CC=N1 7-Morpholino-5-[4-(pyrimidin-2-ylamino)cyclohexoxy]-1,6-naphthyridine-3-carboxamide